O=C1C2(CC(C(N1)=O)C2)C2=C(C=CC=C2)S(=O)(=O)F (2,4-dioxo-3-azabicyclo[3.1.1]heptan-1-yl)benzenesulfonyl fluoride